N1=CC(=CC=C1)CNC(=O)C1CNCCC1 piperidine-3-carboxylic acid (pyridin-3-ylmethyl)-amide